tert-butyl 4-methyl-3-(4-nitrophenyl)-5-oxopiperazine-1-carboxylate CN1C(CN(CC1=O)C(=O)OC(C)(C)C)C1=CC=C(C=C1)[N+](=O)[O-]